ClC(C1=NC(=NO1)C1=CC=C(CP(NC2CCCC2)(=O)C)C=C1)(F)F P-(4-(5-(chlorodifluoromethyl)-1,2,4-oxadiazol-3-yl)benzyl)-N-cyclopentyl-P-methylphosphinic amide